CC1=NNC(=C1)OCC 3-Methyl-5-ethoxypyrazole